CN(CCC1=CN(C2=CC=CC(=C12)OC(=O)OCC)C(=O)OCC)C Ethyl 3-(2-(dimethylamino)ethyl)-4-((ethoxycarbonyl)oxy)-1H-indole-1-carboxylate